Cl.C1NCC2=CC(=CC=C12)NC(C)=O N-(isoindolin-5-yl)acetamide hydrochloride